O=C1NC(CCC1N1C(C2=CC(=C(C=C2C1=O)F)N1CCC(CC1)CCCO)=O)=O 2-(2,6-Dioxopiperidin-3-yl)-5-fluoro-6-(4-(3-hydroxypropyl)piperidin-1-yl)isoindoline-1,3-dione